CC=1C=CC2=C3C4=C(C(=CC3=C(N=C2C1)C(F)(F)F)C1=CC=CC=C1)C=CC=C4 3-Methyl-8-phenyl-6-(trifluoromethyl)benzo[k]phenanthridine